C(C1CO1)OC1=CC=C(C=C1)C1=CC=C(C=C1)OCC1CO1 4,4'-bis(glycidyloxy)-1,1'-biphenyl